3-((12-cyclohexyldodecyl)oxy)propyl hydrogen ((((R)-1-(6-amino-9H-purin-9-yl)propan-2-yl)oxy)methyl)phosphonate NC1=C2N=CN(C2=NC=N1)C[C@@H](C)OCP(OCCCOCCCCCCCCCCCCC1CCCCC1)(O)=O